(3S)-7-((3S,5R)-4-acryloyl-3,5-dimethylpiperazin-1-yl)-10-(6-amino-3-iodopyridin-2-yl)-3-(methoxymethyl)-9-(trifluoromethyl)-2,3-dihydro-5H-[1,4]thiazino[2,3,4-ij]quinazolin-5-one C(C=C)(=O)N1[C@H](CN(C[C@H]1C)C1=NC(N2C3=C(C(=C(C=C13)C(F)(F)F)C1=NC(=CC=C1I)N)SC[C@@H]2COC)=O)C